2-(3,6-dihydro-2H-furo[2,3-e]indol-8-yl)ethan-1-amine O1CCC=2C1=C1C(=CNC1=CC2)CCN